FC(CC[C@@H](C(C(=O)NCC(C)C)=O)NC(=O)[C@H]1N(CC2(C1)CCCCC2)C([C@H](C(C)(C)C)NC(OC)=O)=O)(C)F Methyl ((S)-1-((S)-3-(((S)-6,6-difluoro-1-(isobutylamino)-1,2-dioxoheptan-3-yl)carbamoyl)-2-azaspiro[4.5]decan-2-yl)-3,3-dimethyl-1-oxobutan-2-yl)carbamate